NCCCC1NCC=2C=CC=NC2SC2=C(C=C(C=C2CNC(C(N(C(CNC1=O)=O)C)CC1=CNC2=CC=CC=C12)=O)C1=CC=CC=C1)Cl 11-(3-amino-propyl)-25-chloro-17-(1H-indol-3-ylmethyl)-16-methyl-23-phenyl-2-thia-4,10,13,16,19-pentaaza-tricyclo[19.4.0.0*3,8*]pentacosa-1(25),3(8),4,6,21,23-hexaene-12,15,18-trione